C(C=C)(=O)SCC acryloylthioethan